C(C)(C)(C)OC(=O)C1=CC=C(C=C1)C([C@@H](C(=O)N[C@H](C(=O)N(C)[C@H](/C=C(/C(=O)O)\C)C(C)C)C(C)(C)C)NOC)(C)C (S,E)-4-((S)-2-((S)-3-(4-(tert-butoxycarbonyl)phenyl)-3-methyl-2-(methoxyamino)butanamido)-N,3,3-trimethylbutanamido)-2,5-dimethylhex-2-enoic acid